FC=1C=C(C=NC1)OC1=CC(=NC=C1)C(=O)N[C@@H]1C(N(C2=C(OC1)C=CC(=C2)C#CC(C)(C)O)C)=O (S)-4-((5-fluoropyridin-3-yl)oxy)-N-(7-(3-hydroxy-3-methylbut-1-yn-1-yl)-5-methyl-4-oxo-2,3,4,5-tetrahydrobenzo[b][1,4]oxazepin-3-yl)picolinamide